1-[3-(2-{2-[2-(2-Aminoethoxy)-ethoxy]-ethoxy}-ethoxy)-propionyl]pseudouridine NCCOCCOCCOCCOCCC(=O)N1C=C([C@H]2[C@H](O)[C@H](O)[C@@H](CO)O2)C(NC1=O)=O